NC=1C(=C(C=C2C=C(N=CC12)NC1=NN2CC=3N(CCC2=C1)C=CN3)[C@H](C#N)C)F |r| (+/-)-2-(8-amino-3-((5,6-dihydro-11H-imidazo[1,2-a]pyrazolo[1,5-d][1,4]diazepin-8-yl)amino)-7-fluoroisoquinolin-6-yl)propanenitrile